3-fluoro-4-formyl-N,N-dimethylaniline FC=1C=C(N(C)C)C=CC1C=O